(+/-)-((cis)-3,5-diaminopiperidin-1-yl)(2-(1-ethyl-1H-indol-2-yl)-1-methyl-1H-benzo[d]imidazol-5-yl)methanone hydrochloride salt Cl.N[C@@H]1CN(C[C@@H](C1)N)C(=O)C1=CC2=C(N(C(=N2)C=2N(C3=CC=CC=C3C2)CC)C)C=C1 |r|